6-[2-(Difluoromethyl)azetidin-1-yl]-N-(2-ethoxybenzene-1-sulfonyl)-4-fluoro-1-benzofuran-2-carboxamide FC(C1N(CC1)C1=CC2=C(C=C(O2)C(=O)NS(=O)(=O)C2=C(C=CC=C2)OCC)C(=C1)F)F